COC(=O)C1C=C(CC1)OS(=O)(=O)C(F)(F)F 3-(((Trifluoromethyl)sulfonyl)oxy)cyclopent-2-ene-1-carboxylic acid methyl ester